C1(=CC=CC=C1)S(=O)(=O)N1C=CC2=C(C(=C(C(=C12)F)F)OC=1C=CC(=C(C#N)C1)F)CN1S(CCC1)(=O)=O 5-[1-(Benzenesulfonyl)-4-[(1,1-dioxo-1,2-thiazolidin-2-yl)methyl]-6,7-difluoro-indol-5-yl]oxy-2-fluoro-benzonitrile